C1OCCN2[C@H]1CN(CC2)C2=CC(=NC(=N2)C)N2N=CC=1C=NC(=CC12)C1(CC2(CC2)C1)C#N (S)-5-(1-(6-(hexahydropyrazino[2,1-c][1,4]oxazin-8(1H)-yl)-2-methylpyrimidin-4-yl)-1H-pyrazolo[4,3-c]pyridin-6-yl)spiro[2.3]hexane-5-carbonitrile